COC(=O)C=1C(=C(C2=C(N=C(O2)C2=C(C(=CC=C2)Br)C)C1)F)F 2-(3-bromo-2-methylphenyl)-6,7-difluorobenzo[d]oxazole-5-carboxylic acid methyl ester